C(CCC#C)NC(OC(C)(C)C)=O tertbutyl pent-4-yn-1-ylcarbamate